FC1=C(C(=CC(=C1)C=1C(=NC=CC1)OC1CCOCC1)F)C1C(C1)CCC(=O)O 3-(2-{2,6-difluoro-4-[2-(tetrahydro-pyran-4-yloxy)-pyridin-3-yl]-phenyl}-cyclopropyl)-propionic acid